8-(6-(1-fluoro-2-methylpropan-2-yl)pyridin-3-yl)-3-methyl-6-oxo-2H,3H,4H,6H-pyrimido[2,1-b][1,3]thiazine-7-carbonitrile FCC(C)(C)C1=CC=C(C=N1)C=1N=C2SCC(CN2C(C1C#N)=O)C